1-(2-ethynylthiazol-4-yl)-3-(4-(2-(pyrrolidin-1-yl)pyridin-4-yl)benzyl)urea C(#C)C=1SC=C(N1)NC(=O)NCC1=CC=C(C=C1)C1=CC(=NC=C1)N1CCCC1